NC=1C2=C(N=CN1)N(C(=C2C2=CC=C(C=C2)OC2=NC(=CC=C2)COC)C2=CC=C(C=C2)NC(C(=C)C)=O)C N-(4-(4-amino-5-(4-((6-(methoxymethyl)pyridin-2-yl)oxy)phenyl)-7-methyl-7H-pyrrolo[2,3-d]pyrimidin-6-yl)phenyl)methacrylamide